6-((1-acetylpiperidin-4-yl)amino)-2-(1H-imidazol-1-yl)pyrimidine-4-carboxylic acid C(C)(=O)N1CCC(CC1)NC1=CC(=NC(=N1)N1C=NC=C1)C(=O)O